COC(C1=C(C(=C(C=C1)F)F)NC1=C(C=C(C=C1)I)Cl)=O 2-(2-chloro-4-iodoanilino)-3,4-difluorobenzoic acid methyl ester